N,N''-1,2-Ethandiylbis-(1,3-propandiamin) C(CNCCCN)NCCCN